(E)-2-methyl-4-(thiophen-3-yl)but-3-en-2-ol CC(C)(\C=C\C1=CSC=C1)O